4-Aminobenzylphosphonic acid NC1=CC=C(CP(O)(O)=O)C=C1